(R)-1-Phenylethyl (1-hydroxy-1,3-dihydrobenzo[c][1,2]oxaborole-6-carbonyl)-L-alaninate OB1OCC2=C1C=C(C=C2)C(=O)N[C@@H](C)C(=O)O[C@H](C)C2=CC=CC=C2